3-(5-trifluoromethyl-2H-benzotriazol-2-yl)-5-tert-butyl-4-hydroxyhydrocinnamate FC(C1=CC=2C(=NN(N2)C=2C=C(CCC(=O)[O-])C=C(C2O)C(C)(C)C)C=C1)(F)F